1-((2R,4S,5R)-4-HYDROXY-5-(HYDROXYMETHYL)TETRAHYDROFURAN-2-YL)-2,4-DIOXO-1,2,3,4-TETRAHYDROPYRIMIDINE-5-CARBALDEHYDE O[C@H]1C[C@@H](O[C@@H]1CO)N1C(NC(C(=C1)C=O)=O)=O